Methyl (2S,4R)-2-phenylpiperidine-4-carboxylate C1(=CC=CC=C1)[C@H]1NCC[C@H](C1)C(=O)OC